Acrylamidotert-butyl-sulfonic acid C(C=C)(=O)NCC(C)(C)S(=O)(=O)O